NCC=1C=C(C=CC1)C=1C=C2C(=NN(C2=CC1)C(C)C)COC=1C=C(C(=O)O)C=CC1 3-((5-(3-(aminomethyl)phenyl)-1-isopropyl-1H-indazol-3-yl)methoxy)benzoic acid